C(C)(C)(C)C=1C=C(NN1)NC(=O)NC1=CC=C(C=C1)N1C=NC2=C1C=CC(=C2)OCCCCC#CC2=C1C(N(C(C1=CC=C2)=O)C2C(NC(CC2)=O)=O)=O (5-tert-butyl-2H-pyrazol-3-yl)-3-[4-(5-{6-[2-(2,6-dioxopiperidin-3-yl)-1,3-dioxo-2,3-dihydro-1H-isoindol-4-yl]-hex-5-ynyloxy}-benzimidazol-1-yl)-phenyl]-urea